methyl (2S)-2-[(tert-butoxycarbonyl)amino]-3-{4-[2-(4,4,5,5-tetramethyl-1,3,2-dioxaborolan-2-yl)ethoxy]phenyl}propanoate C(C)(C)(C)OC(=O)N[C@H](C(=O)OC)CC1=CC=C(C=C1)OCCB1OC(C(O1)(C)C)(C)C